C(C)(C)C1=CC=C(CCNC(=O)[C@@H]2CN(CCC2)C(=O)OC(C)(C)C)C=C1 tert-butyl (S)-3-((4-isopropylphenethyl)carbamoyl)piperidine-1-carboxylate